(Ethyl-(methyl)amino)pyrimidin C(C)N(C)C1=NC=CC=N1